C1(=CC=CC=C1)S(=O)(=O)NC1=NC(=CC(=N1)OC=1C=C(C(=O)O)C=CC1Cl)C1=C(C=CC=C1C)C 3-[2-(Benzenesulfonamido)-6-(2,6-dimethylphenyl)pyrimidin-4-yl]oxy-4-chloro-benzoic acid